N-(3-chloro-5-(propylsulfanyl)phenyl)-5-(5-(3,3-difluoroazetidin-1-yl)pyridin-2-yl)-1-methyl-1H-pyrrole-3-carboxamide ClC=1C=C(C=C(C1)SCCC)NC(=O)C1=CN(C(=C1)C1=NC=C(C=C1)N1CC(C1)(F)F)C